(4-bromo-2-chloro-6-methylphenoxy)-tert-butyldimethylsilane BrC1=CC(=C(O[Si](C)(C)C(C)(C)C)C(=C1)C)Cl